7-[3-(3,3-dimethylpyrrolidin-1-yl)propoxy]-8-methoxy-N-(propan-2-yl)-1H,2H,3H-cyclopenta[c]quinolin-4-amine formate C(=O)O.CC1(CN(CC1)CCCOC=1C(=CC=2C3=C(C(=NC2C1)NC(C)C)CCC3)OC)C